CC(C(C)O)CCC1C(C(=CC1)C)(C)C 3-methyl-5-(2,2,3-trimethyl-1-cyclopent-3-enyl)pentan-2-ol